pyridin-4-yl(2-(5-(trifluoromethyl)-1,2,4-oxadiazol-3-yl)-4,7-dihydrothieno[2,3-c]pyridin-6(5H)-yl)methanone N1=CC=C(C=C1)C(=O)N1CC2=C(CC1)C=C(S2)C2=NOC(=N2)C(F)(F)F